(E)-2-{[(1-hydroxypropan-2-yl)imino]methyl}phenol OCC(C)\N=C\C1=C(C=CC=C1)O